BrC=1C=C(C=C(C1)Cl)NC(NC1=C(C(=O)NC)C=CC=C1)=O 2-[3-(3-bromo-5-chlorophenyl)ureido]-N-methylbenzamide